4-(((S)-1-(2-(((S)-1-(2,2-difluorobenzo[d][1,3]dioxol-5-yl)ethyl)amino)pyridine-4-yl)-3-(trifluoromethyl)-4,5,6,7-tetrahydro-1H-indazol-7-yl)oxy)benzoic acid FC1(OC2=C(O1)C=CC(=C2)[C@H](C)NC2=NC=CC(=C2)N2N=C(C=1CCC[C@@H](C21)OC2=CC=C(C(=O)O)C=C2)C(F)(F)F)F